3,4-Dimethyl-hydroquinonenicotinic acid butoxyethyl ester C(CCC)OCCOC(C1=CN=CC=C1C1=C(O)C=CC(C1C)(O)C)=O